tert-Butyl 4-[(2-fluoro-4-sulfamoylphenyl)sulfanylmethyl]piperidine-1-carboxylate FC1=C(C=CC(=C1)S(N)(=O)=O)SCC1CCN(CC1)C(=O)OC(C)(C)C